5-[(3-chloro-4-methoxy-benzoyl)amino]-2-[(4-methoxyphenyl)-methyl]-N-tetrahydrofuran-3-yl-pyrazole-3-carboxamide ClC=1C=C(C(=O)NC=2C=C(N(N2)CC2=CC=C(C=C2)OC)C(=O)NC2COCC2)C=CC1OC